(1R,3S)-3-(3-{[(1-methyl-1H-pyrazol-4-yl)acetyl]-amino}-1H-pyrazol-5-yl)-cyclopentyl [(2S,3R)-3-fluorobutan-2-yl]-carbamate F[C@@H]([C@H](C)NC(O[C@H]1C[C@H](CC1)C1=CC(=NN1)NC(CC=1C=NN(C1)C)=O)=O)C